N-(methyl)-3-aminopropyl-trimethoxysilane CNCCC[Si](OC)(OC)OC